5-amino-2-bromo-N-methoxy-N-methyl-4-[4-(prop-2-ene-1-yl)piperidin-1-yl]benzamide NC=1C(=CC(=C(C(=O)N(C)OC)C1)Br)N1CCC(CC1)CC=C